C1(CCCN1)=O butanolactam